CC=1N=C2N(N=C(C=C2C)C=2N=C3N(C(C2)=O)C=C(S3)N3[C@@H]2CN([C@H](C3)C2)C(=O)OC(C)(C)C)C1 tert-butyl (1S,4S)-5-[7-(2,8-dimethylimidazo[1,2-b]pyridazin-6-yl)-5-oxo-thiazolo[3,2-a]pyrimidin-2-yl]-2,5-diazabicyclo[2.2.1]heptane-2-carboxylate